NC1=C(C=C2C(=N1)C=C(N2)C(=O)N(CC2=NC=C(C=C2)C2=CC=CC=C2)C2CC(C2)OC)C 5-amino-N-((1r,3r)-3-methoxycyclobutyl)-6-methyl-N-((5-phenylpyridin-2-yl)methyl)-1H-pyrrolo[3,2-b]pyridine-2-carboxamide